NC1=C(C=C(C(=O)OC)C=C1)NCC=1OC=CN1 methyl 4-amino-3-(oxazol-2-ylmethylamino)benzoate